3-[[3,3-Difluoro-3-(4-fluorophenyl)-propyl]sulfanyl]-N-(3-methyl-butyl)-pyridine-2-carboxylic acid amide FC(CCSC=1C(=NC=CC1)C(=O)NCCC(C)C)(C1=CC=C(C=C1)F)F